(R)-N-(4,4-difluoropiperidin-3-yl)-N-methylacetamide FC1([C@@H](CNCC1)N(C(C)=O)C)F